CC1=C(C=C(C=C1)NC(=O)C1=CC=C(C=C1)N1CCN(CC1)COC(NC(C)C)=O)NC1=NC=CC(=N1)C=1C=NC=CC1 Isopropyl-carbamic acid 4-{4-[4-methyl-3-(4-pyridin-3-yl-pyrimidin-2-ylamino)-phenyl-carbamoyl]-phenyl}-piperazin-1-ylmethyl ester